C12C(CC(CC1)C2)C2=C(C=C(C(=N2)C)B(O)O)Cl (6-(bicyclo[2.2.1]heptan-2-yl)-5-chloro-2-methylpyridin-3-yl)boronic acid